METHYL 4-ETHYL-3-PHENYLISOTHIAZOLE-5-CARBOXYLATE C(C)C=1C(=NSC1C(=O)OC)C1=CC=CC=C1